FC1(CC(C1)NC(=O)NCC1=CC(=NC=C1)OCC(F)(F)F)F 1-(3,3-difluorocyclobutyl)-3-[[2-(2,2,2-trifluoroethoxy)pyridin-4-yl]methyl]urea